(2-(8-(isobutylsulfanyl)imidazo[1,5-a]pyridin-3-yl)propan-2-yl)carbamic acid tert-butyl ester C(C)(C)(C)OC(NC(C)(C)C1=NC=C2N1C=CC=C2SCC(C)C)=O